N-(2-chlorophenyl)-4-((2-((4-(((3R)-1-(2-(4-(4-(2,6-dioxopiperidin-3-yl)phenyl)piperazin-1-yl)ethyl)pyrrolidin-3-yl)carbamoyl)phenyl)amino)-5-fluoropyrimidin-4-yl)amino)benzamide ClC1=C(C=CC=C1)NC(C1=CC=C(C=C1)NC1=NC(=NC=C1F)NC1=CC=C(C=C1)C(N[C@H]1CN(CC1)CCN1CCN(CC1)C1=CC=C(C=C1)C1C(NC(CC1)=O)=O)=O)=O